(R)-4-(5-ethyl-1,3,4-thiadiazol-2-yl)-2-fluoro-N-(5-fluoro-8-methylisoquinolin-1-yl)-N-(piperidin-3-yl)benzamide C(C)C1=NN=C(S1)C1=CC(=C(C(=O)N([C@H]2CNCCC2)C2=NC=CC3=C(C=CC(=C23)C)F)C=C1)F